OC1=C(C(N(C(=C1)C)C)=O)NC(N[C@@H](CC(=O)OCC)C1=CC=C(C=C1)C1=C(C=CC=C1)C)=O Ethyl (S)-3-(3-(4-Hydroxy-1,6-dimethyl-2-oxo-1,2-dihydropyridin-3-yl)ureido)-3-(2'-methylbiphenyl-4-yl)propanoat